C(C)(C)OCCC(CC)=O isopropoxypropione